C1(CCC1)NCC=1C=NC2=CC=C(C=C2C1C(C)C)C1=NC(=NC=C1F)N[C@H]1[C@@H](COCC1)O (3S,4R)-4-((4-(3-((cyclobutylamino)methyl)-4-isopropylquinolin-6-yl)-5-fluoropyrimidin-2-yl)amino)tetrahydro-2H-pyran-3-ol